3-fluoro-2-hydroxy-5-(5-(pyrrolidin-1-yl)-2H-spiro[benzofuran-3,4'-piperidine]-1'-carbonyl)benzaldehyde FC=1C(=C(C=O)C=C(C1)C(=O)N1CCC2(CC1)COC1=C2C=C(C=C1)N1CCCC1)O